NC1=C(SC2=NC(=CC=C21)C)C(=O)N[C@H]2COC1=C(C2)C=CC(=C1)N1[C@H]([C@H]([C@@H](C1)N)OC)C 3-amino-N-[(3R)-7-[(2S,3S,4R)-4-amino-3-methoxy-2-methylpyrrolidin-1-yl]-3,4-dihydro-2H-1-benzopyran-3-yl]-6-methylthieno[2,3-b]pyridine-2-carboxamide